(2R)-N-[4-(5-Methyl-4-oxo-3-phenyl-4,5,6,7-tetrahydro-1H-pyrrolo[3,2-c]pyridin-2-yl)pyridin-2-yl]-2-(pyridin-4-yl)propenamid CN1C(C2=C(CC1)NC(=C2C2=CC=CC=C2)C2=CC(=NC=C2)NC(C(=C)C2=CC=NC=C2)=O)=O